[Si](C)(C)(C(C)(C)C)O[C@@H]1C[C@@H](N(C1)C(=O)OC(C)(C)C)COC tert-butyl (2R,4R)-4-((tert-butyldimethylsilyl)oxy)-2-(methoxymethyl)pyrrolidine-1-carboxylate